Myristyl acetate C(C)(=O)OCCCCCCCCCCCCCC